(4-methoxyphenyl)-2-propyn-1-ol COC1=CC=C(C=C1)C(C#C)O